(pyrrol-1-yl)ethylamine N1(C=CC=C1)CCN